3-(4-((1R,5S)-3,8-Diazabicyclo[3.2.1]octan-3-yl)-2-(((S)-1-methylpyrrolidin-2-yl)methoxy-d2)-5,8-dihydropyrido[3,4-d]pyrimidin-7(6H)-yl)-5-chloro-4-(trifluoromethyl)phenol [C@H]12CN(C[C@H](CC1)N2)C=2C1=C(N=C(N2)OC([2H])([2H])[C@H]2N(CCC2)C)CN(CC1)C=1C=C(C=C(C1C(F)(F)F)Cl)O